Ethyl 2-(4-bromopyridin-2-yl)-2,2-difluoroacetate BrC1=CC(=NC=C1)C(C(=O)OCC)(F)F